(S)-2-((1-(6-chloronicotinoyl)azetidin-3-yl)amino)-7-isopropyl-4,8-dimethyl-7,8-dihydropteridin-6(5H)-one ClC1=NC=C(C(=O)N2CC(C2)NC2=NC=3N([C@H](C(NC3C(=N2)C)=O)C(C)C)C)C=C1